ClC=1N=NC(=CN1)C=1C=CC2=C(N(C(O2)=O)C)C1 5-(3-chloro-1,2,4-triazin-6-yl)-3-methylbenzo[d]oxazol-2(3H)-one